(R)-5-(((4-(3-chloro-4-(2-chloro-3-((3-fluoro-4-(((3-fluoropropyl)amino)methyl)pyridin-2-yl)amino)phenyl)pyridin-2-yl)-2-methoxybenzyl)amino)methyl)pyrrolidin-2-one ClC=1C(=NC=CC1C1=C(C(=CC=C1)NC1=NC=CC(=C1F)CNCCCF)Cl)C1=CC(=C(CNC[C@H]2CCC(N2)=O)C=C1)OC